O1COC2=C1C=CC(=C2)NC2=C1C(=NC=3N2N=CC3)C3(CCCC3)CC1 N-(benzo[d][1,3]dioxol-5-yl)-6,7-dihydrospiro[cyclopenta[d]pyrazolo[1,5-a]pyrimidine-5,1'-cyclopentane]-8-amine